C(#N)C=1C=C(C=CC1)NS(=O)(=O)CC1=CC(=CC=C1)C#CC=1C=C2C(=NC1)NN=C2OC N-(3-cyanophenyl)-1-(3-((3-methoxy-1H-pyrazolo[3,4-b]pyridin-5-yl)ethynyl)phenyl)methanesulfonamide